C(C)(C)(C)OC(=O)N1CCC(CC1)OC1CC(C1)S(=O)(=O)C(F)(F)F 4-[(1S,3S)-3-(trifluoromethanesulfonyl)cyclobutoxy]piperidine-1-carboxylic acid tert-butyl ester